C(C)(C)(C)OC(=O)N1CCC(CC1)(F)C1=NC=C(C=C1)C#N.C(C)O[SiH](NCC1=CC=CC=C1)OCC diethoxy(phenylmethylamino)silane tert-Butyl-4-(5-cyanopyridin-2-yl)-4-fluoropiperidine-1-carboxylate